C1(=CC=C(C=C1)N(C(=O)[C@@H]1N(C[C@](C1)(C)O)C(=O)OC(C)(C)C)C(C(=O)NC1CCC(CC1)(F)F)C=1C=NC=C(C1)F)C1=CC=CC=C1 (2R,4R)-tert-butyl 2-([1,1'-biphenyl]-4-yl (2-((4,4-difluorocyclohexyl) amino)-1-(5-fluoropyridin-3-yl)-2-oxoethyl)carbamoyl)-4-hydroxy-4-methylpyrrolidine-1-carboxylate